cyclobutanon C1(CCC1)=O